C1(CC1)N1C(=NC(=C1)C(F)(F)F)C1=C(C=C(C=C1)CN1C(C=CC2=C1N=C(N=C2OC)C=2C(=NC=NC2OC)C2CC2)=O)OC 8-({4-[1-cyclopropyl-4-(trifluoromethyl)imidazol-2-yl]-3-methoxyphenyl}methyl)-2-(4-cyclopropyl-6-methoxypyrimidin-5-yl)-4-methoxypyrido[2,3-d]pyrimidin-7-one